NC1(CC2=CC=C(C=C2C1)Br)C(=O)OC methyl 2-amino-5-bromo-2,3-dihydro-1H-indene-2-carboxylate